FC1=CC(=CC=2N(C[C@@H](OC21)C)[C@@H](C)C2CCC(CC2)NC(OC(C)(C)C)=O)C=2OC(NN2)=O tert-butyl [(1S,4r)-4-{(1S)-1-[(2S)-8-fluoro-2-methyl-6-(5-oxo-4,5-dihydro-1,3,4-oxadiazol-2-yl)-2,3-dihydro-4H-1,4-benzoxazin-4-yl]ethyl}cyclohexyl]carbamate